N,N,7-trimethyl-6,6a,8,9-tetrahydro-4H-indolo[4,3-fg]quinoline-9-carboxamide CN(C(=O)C1CN(C2CC=3C4=C(C2=C1)C=CC=C4NC3)C)C